FC1=C(C=C(C=C1)F)C1=C(C=2N=C(N=C(C2C=N1)N1C[C@@H](NCC1)CC#N)OC[C@]12CCCN2C[C@@H](C1)F)F 2-((S)-4-(7-(2,5-difluorophenyl)-8-fluoro-2-(((2R,7aS)-2-fluorotetrahydro-1H-pyrrolizin-7a(5H)-yl)methoxy)pyrido[4,3-d]pyrimidin-4-yl)piperazin-2-yl)acetonitrile